4H-1,3-dioxine O1COCC=C1